tert-butyl 2-[[[(2S,4R)-1-[(2S)-2-(4-cyclopropyltriazol-1-yl)-3,3-dimethyl-butanoyl]-4-hydroxy-pyrrolidine-2-carbonyl]amino]methyl]-4,4-difluoro-2-methyl-pyrrolidine-1-carboxylate C1(CC1)C=1N=NN(C1)[C@H](C(=O)N1[C@@H](C[C@H](C1)O)C(=O)NCC1(N(CC(C1)(F)F)C(=O)OC(C)(C)C)C)C(C)(C)C